O=C1NC2=C(SC1)N=CC(=N2)N2C(OCC2)=O 3-(3-oxo-3,4-dihydro-2H-pyrazino[2,3-b][1,4]thiazin-6-yl)oxazolidin-2-on